(2,2-difluoro-3-(4-fluorophenyl)-3-hydroxypropyl)-2-fluoro-6-(fluoromethyl)benzamide FC(CC=1C(=C(C(=O)N)C(=CC1)CF)F)(C(O)C1=CC=C(C=C1)F)F